C(#N)C1=C(C=C(C=C1)F)[C@@H]([C@@H](C)C=1N(C(C(=C(N1)C(=O)NC=1C=NOC1)O)=O)C)C1=NC(=CN=C1C)C 2-((1R,2R)-1-(2-cyano-5-fluorophenyl)-1-(3,6-dimethylpyrazin-2-yl)propan-2-yl)-5-hydroxy-N-(isoxazol-4-yl)-1-methyl-6-oxo-1,6-dihydropyrimidine-4-carboxamide